(2-(1-(3-aminopropyl)-2-oxo-1,2-dihydropyridin-3-yl)ethyl)isoindoline-1,3-dione NCCCN1C(C(=CC=C1)CCN1C(C2=CC=CC=C2C1=O)=O)=O